2,4,6-tri(4-hydroxyphenyl)-1,3,5-triazine OC1=CC=C(C=C1)C1=NC(=NC(=N1)C1=CC=C(C=C1)O)C1=CC=C(C=C1)O